pentamethylcyclopentadienyl-(dimethylbenzamidine) zirconium dichloride [Cl-].[Cl-].[Zr+2].CC1=C(C(=C(C1(C1=C(C(=C(C(=N)N)C=C1)C)C)C)C)C)C